[C@H]12C(C)(C)C(=C)C(CC1)C2 (S)-camphene